3-iodo-2-isopropyl-2,4,6,7-tetrahydropyrano[4,3-c]pyrazole-6-carboxylic acid methyl ester COC(=O)C1CC2=NN(C(=C2CO1)I)C(C)C